C(C)N1C2=C(CC(C1=O)NC(C1=CC(=CC=C1)C(F)(F)F)=O)C(=NN2C2=CC=CC=C2)C(=O)O 7-ethyl-6-oxo-1-phenyl-5-[3-(trifluoromethyl)benzamido]-4H,5H-pyrazolo[3,4-b]pyridine-3-carboxylic acid